5-[4-[(2,6-dimethyloxan-4-yl)amino]cinnolin-6-yl]-1,3-thiazol-2-amine CC1OC(CC(C1)NC1=CN=NC2=CC=C(C=C12)C1=CN=C(S1)N)C